FC=1C=CC(=C(C1)C1CCN(CC1)[C@@H]1COC2(CN(C2)C2=NC=NS2)C1)OCCOC (S)-7-(4-(5-fluoro-2-(2-methoxyethoxy)phenyl)piperidin-1-yl)-2-(1,2,4-thiadiazol-5-yl)-5-oxa-2-azaspiro[3.4]octane